FC=1C=C(C(=O)O[C@@H]2[C@H]([C@H]([C@H](O[C@]23OCCCC3)CO)O)N3N=NC(=C3)C3=CC(=C(C(=C3)F)F)F)C=CC1 (2r,3r,4s,5r,6s)-3-hydroxy-2-(hydroxymethyl)-4-(4-(3,4,5-trifluorophenyl)-1H-1,2,3-triazol-1-yl)-1,7-dioxaspiro[5.5]undecan-5-yl 3-fluorobenzoate